Methyl-2-(2,3-difluorophenyl)-5-[1-(phenylsulfonyl)-1H-pyrrolo[2,3-b]pyridin-4-yl]-1-{[2-(trimethylsilyl) ethoxy]methyl}-1H-pyrrole-3-carboxylate COC(=O)C1=C(N(C(=C1)C1=C2C(=NC=C1)N(C=C2)S(=O)(=O)C2=CC=CC=C2)COCC[Si](C)(C)C)C2=C(C(=CC=C2)F)F